NCCN1CCN(CC1)C(=O)C=1NC2=CC=C(C(=C2C1Cl)Cl)F (4-(2-aminoethyl)piperazin-1-yl)(3,4-dichloro-5-fluoro-1H-indol-2-yl)methanone